6-nitro-3-(3-cyclohexyl-1,2-dihydroxyiminopropyl)-9-(2-ethylhexyl)carbazole [N+](=O)([O-])C=1C=C2C=3C=C(C=CC3N(C2=CC1)CC(CCCC)CC)C(C(CC1CCCCC1)=NO)=NO